FC1CC(N(C1)C(CC1=NC=CN=C1)=O)C(=O)NC(C1=CC=C(C=C1)C(C)C)C1=CC=CC=C1 4-fluoro-N-{phenyl[4-(propan-2-yl)phenyl]methyl}-1-[2-(pyrazin-2-yl)acetyl]pyrrolidine-2-carboxamide